N-benzyl-alpha-(4-nitrophenyl)nitrone C(C1=CC=CC=C1)[N+](=CC1=CC=C(C=C1)[N+](=O)[O-])[O-]